BrC1=CC2=C(N(C(=N2)C(=O)OCC)CC2=C(C=C(C=C2)OC)OC)C(=C1C(=O)C1=C(C=CC(=C1)F)Cl)Br ethyl 5,7-dibromo-6-[(2-chloro-5-fluorophenyl)carbonyl]-1-[(2,4-dimethoxyphenyl)methyl]benzo[d]imidazole-2-carboxylate